C[C@]12CC3(CC(C[C@@](C1)(C3)C)C2)NC(=O)OC2=C(C(=O)OC)C=CC=C2 methyl ((((1R,3R,5S,7R)-3,5-dimethyl adamantan-1-yl) carbamoyl) oxy)-benzoate